C(C=C)(=O)N1CCN(CC1)C1(CCOCC1)C1=CC=C(C=C1)[C@H](C)NC=1N=CC2=C(N(C(OC2)=O)CC)N1 7-{[(1S)-1-{4-[4-(4-acryloylpiperazin-1-yl)tetrahydro-2H-pyran-4-yl]phenyl}ethyl]amino}-1-ethyl-1,4-dihydro-2H-pyrimido[4,5-d][1,3]oxazin-2-on